(1R,3S)-3-(3-{[(5-methyl-1,3-oxazol-2-yl)acetyl]-amino}-1H-pyrazol-5-yl)-cyclopentyl (2S,4S)-2,4-dimethylazetidine-1-carboxylate C[C@@H]1N([C@H](C1)C)C(=O)O[C@H]1C[C@H](CC1)C1=CC(=NN1)NC(CC=1OC(=CN1)C)=O